C[C@@H]1CN(C[C@@H](O1)C)C(=O)C=1C2=C(N(N1)CC(=O)N1CCN(CC1)C=1C(=C(C#N)C=CC1)OC)CCC2 3-[4-({3-[(2R,6S)-2,6-Dimethylmorpholin-4-carbonyl]-5,6-dihydrocyclopenta[c]pyrazol-1(4H)-yl}acetyl)piperazin-1-yl]-2-methoxybenzonitril